CS(=O)(=N[Si](C)(C)C)C1=CC=CC=C1 methyl(phenyl)((trimethylsilyl)imino)-λ6-sulfanone